Methyl (S)-3-(4-(benzyloxy)phenyl)-2-(3-(piperidin-4-yl)ureido)propanoate hydrochloride Cl.C(C1=CC=CC=C1)OC1=CC=C(C=C1)C[C@@H](C(=O)OC)NC(=O)NC1CCNCC1